NC1=C(C=C(C=C1)N1CCOCC1)N(S(=O)(=O)C)C N-(2-amino-5-morpholinophenyl)-N-methylmethanesulfonamide